C(CCCCCCCCCCCCCCCCCCC)(=O)OCCCCCCCCCCCC dodecyl eicosanate